perfluoroheptanoic anhydride FC(C(=O)OC(C(C(C(C(C(C(F)(F)F)(F)F)(F)F)(F)F)(F)F)(F)F)=O)(C(C(C(C(C(F)(F)F)(F)F)(F)F)(F)F)(F)F)F